FC=1C(=C(C=CC1B1OC(C(O1)(C)C)(C)C)[C@@H](C)N[S@@](=O)C(C)(C)C)C (S)-N-((R)-1-(3-fluoro-2-methyl-4-(4,4,5,5-tetramethyl-1,3,2-dioxaborolan-2-yl)phenyl)ethyl)-2-methylpropane-2-sulfinamide